1-Aminotetralin boron [B].NC1CCCC2=CC=CC=C12